bis(4-(dimethylsilyl)phenyl)diisopropylsilane C[SiH](C1=CC=C(C=C1)[Si](C(C)C)(C(C)C)C1=CC=C(C=C1)[SiH](C)C)C